FC1=C(C=CC=C1F)[C@@H]1CC=2C(=NC=CC2)[C@@H](CC1)O[Si](C(C)C)(C(C)C)C(C)C (6S,9R)-6-(2,3-difluorophenyl)-9-((triisopropylsilyl)oxy)-6,7,8,9-tetrahydro-5H-cyclohepta[b]pyridine